(S)-(2,3,4,5-tetrahydro-1H-benzo[b]azepin-3-yl)carbamic acid tert-butyl ester C(C)(C)(C)OC(N[C@H]1CCC2=C(NC1)C=CC=C2)=O